4-(hydroxymethyl)-2-methoxyphenolate OCC1=CC(=C(C=C1)[O-])OC